Cl.NCCS(=O)(=O)NC1=C(C=CC=C1)OC 2-amino-N-(2-methoxyphenyl)ethane-1-sulfonylamine hydrochloride